FC1=C2CCN([C@@H](C2=C(C=C1)OCC=1N=NN(C1)C(C)C)CN1C(C2=CC=CC=C2C1)=O)C(=O)C1CCCCC1 (1S,2R)-2-((S)-5-Fluoro-8-((1-isopropyl-1H-1,2,3-triazol-4-yl)methoxy)-1-((1-oxoisoindolin-2-yl)methyl)-1,2,3,4-tetrahydroisochinolin-2-carbonyl)cyclohexan